C1=NC=CC2=CC=C(C=C12)C1=NC(=NC=C1C#N)NC1=CC=C(C=C1)N1CCOCC1 4-(isoquinolin-7-yl)-2-((4-morpholinophenyl)amino)pyrimidine-5-carbonitrile